NC1=C(C=C(N=N1)C1=C(C=CC=C1)O)N1CC(NCC1)CC1=CC=CC=C1 2-[6-amino-5-(3-benzylpiperazin-1-yl)pyridazin-3-yl]phenol